FC1=C(C(=C(C(=C1B(C1=C(C(=C(C(=C1F)F)F)F)F)C1=C(C(=C(C(=C1F)F)F)F)F)F)F)F)F Tri(pentafluorophenyl)borane